CN(CCOC=1C=CC(=C(C(=O)NC2(CC2)C2=CC(=CC3=CC=CC=C23)S(=O)CC)C1)C)C 5-(2-(Dimethylamino)ethoxy)-N-(1-(3-(ethylsulfinyl)naphthalen-1-yl)cyclopropyl)-2-methyl-benzamide